1-(4-aminophenyl)piperidine NC1=CC=C(C=C1)N1CCCCC1